C(=O)(O)[C@H](C(C)C)N1N=NC(=C1)CSC1=CC(=CC=C1)OC (S)-1-(1-carboxy-2-methylpropyl)-4-[3-(methoxy)phenylthiomethyl]-1H-1,2,3-triazole